P(OCCOC(C=C)=O)([O-])([O-])=S acryloyloxyethyl phosphorothioate